C1(CCCC1)NC(OC1=CC(=C(C=C1)OC)C=1C=NC=C(C1)C=1NC=CC1)=O 3-(5-(1H-pyrrol-2-yl)pyridin-3-yl)-4-methoxyphenyl cyclopentylcarbamate